C(C1=CC=CC=C1)OC(COC1=C(C(=CC=C1)F)C1=CCC(CC1)OCC1N(CCCC1NC(=O)OC(C)(C)C)C(=O)OCC1=CC=CC=C1)=O benzyl 2-[[(4-[2-[2-(benzyloxy)-2-oxoethoxy]-6-fluorophenyl]cyclohex-3-en-1-yl)oxy]methyl]-3-[(tert-butoxycarbonyl)amino]piperidine-1-carboxylate